NC=1C(N(C(C1N)=O)CCOCCOCC(=O)[O-])=O 2-(2-(2-(3,4-diamino-2,5-dioxo-2,5-dihydro-1H-pyrrol-1-yl)ethoxy)ethoxy)acetate